(S,E)-N-(1-(6-bromo-1-(3-cyanocyclobutyl)-5-fluoro-1H-indol-3-yl)-2,2-difluoroethylidene)-2-methylpropane-2-sulfinamide BrC1=C(C=C2C(=CN(C2=C1)C1CC(C1)C#N)/C(/C(F)F)=N\[S@@](=O)C(C)(C)C)F